carbon nickel cobalt lithium manganate [Mn](=O)(=O)([O-])[O-].[Li+].[Co+2].[Ni+2].[C+4]